ClC=1C=C(C=NC1)CNC1=C2N=CN(C2=NC(=N1)C#CC)[C@@H]1SCC(C1O)O (2R)-2-[6-[(5-chloro-3-pyridyl)methylamino]-2-prop-1-ynyl-purin-9-yl]tetrahydrothiophene-3,4-diol